3-hydroxy-4-methoxy-4'-(trifluoromethyl)biphenyl-2,6-dicarbonitrile OC1=C(C(=C(C=C1OC)C#N)C1=CC=C(C=C1)C(F)(F)F)C#N